C(C)(C)(C)[C@@]1(C([C@@H](C1)C(C)=O)(C)C)C(=O)O tert-butyl-(1S,3R)-3-acetyl-2,2-dimethylcyclobutane-1-carboxylic acid